2-benzyl-4,4-difluoroazepane C(C1=CC=CC=C1)C1NCCCC(C1)(F)F